FC(OC1=CC=C(C=C1)[C@@H]1[C@@H](CCC1)O)(F)F cis-2-(4-trifluoromethoxyphenyl)cyclopentan-1-ol